N4-(3-(N-Boc-S-methylsulfonimidoyl)pyridin-2-yl)-N6-(5-((3-methyloxetan-3-yl)amino)pyridin-2-yl)pyrimidine-4,6-diamine C(=O)(OC(C)(C)C)N=S(=O)(C)C=1C(=NC=CC1)NC1=NC=NC(=C1)NC1=NC=C(C=C1)NC1(COC1)C